C(N(N)C(=O)OC(C)(C)C)([2H])([2H])[2H] tert-butyl 1-(methyl-d3)hydrazine-1-carboxylate